COC1=CC(=CN=N1)C=1C=CC2=C(C1)COC1=NC(=CC=C12)N1CCN(CC1)C(=O)OC(C)(C)C tert-butyl 4-[8-(6-methoxypyridazin-4-yl)-6H-isochromeno[3,4-b]pyridin-3-yl]piperazine-1-carboxylate